C(C)(C)(C)OC(=O)N1CCN(CC1)CC1=CC(=C(C=C1)Br)C(=O)OC 4-(4-bromo-3-(methoxycarbonyl)benzyl)piperazine-1-carboxylic acid tert-butyl ester